NC=1NC(C=2N(C(N(C2N1)[C@@H]1O[C@@H]([C@@H]([C@H]1O)O)CO)=O)CC#CC)=O 2-amino-7-(but-2-yn-1-yl)-9-((2R,3R,4R,5R)-3,4-dihydroxy-5-(hydroxymethyl)tetrahydrofuran-2-yl)-7,9-dihydro-1H-purine-6,8-dione